C(#N)COC(=O)C1=NC(=C(C=C1Cl)F)C1=CC=C2C=CNC2=C1F 3-chloro-5-fluoro-6-(7-fluoro-1H-indol-6-yl)pyridine-2-carboxylic cyanomethyl ester